CC1=C(C(=CC=C1)C)N(C(CI)=O)C N-(2,6-dimethylphenyl)-2-iodo-N-methylacetamide